4-({3-azabicyclo[3.1.0]hexan-1-yl}amino)-6-{4-[(morpholin-4-yl)methyl]phenyl}pyrido[3,2-d]pyrimidine-8-carboxamide C12(CNCC2C1)NC=1C2=C(N=CN1)C(=CC(=N2)C2=CC=C(C=C2)CN2CCOCC2)C(=O)N